3-((1-(3-ethynylphenyl)ethyl)thio)-4-methyl-4H-1,2,4-triazole C(#C)C=1C=C(C=CC1)C(C)SC1=NN=CN1C